C(C1=CC=CC=C1)OCCOCCOCC(=O)OC(C)(C)C tert-Butyl 2-(2-(2-(benzyloxy)ethoxy)ethoxy)acetate